4-[(1-Methyl-6-oxo-2-pyridyl)sulfanyl]-6-[5-methyl-1-(4-piperidyl)pyrazol-4-yl]pyrazolo[1,5-a]pyridine-3-carbonitrile CN1C(=CC=CC1=O)SC=1C=2N(C=C(C1)C=1C=NN(C1C)C1CCNCC1)N=CC2C#N